tert-butyl 3-[(methanesulfonyloxy)methyl]-4-methylpyrrolidine-1-carboxylate CS(=O)(=O)OCC1CN(CC1C)C(=O)OC(C)(C)C